9-methyl-11-azatricyclo[6.2.1.02,7]Undecane-2,4,6,9-tetraene hydrochloride Cl.CC=1C2C3=CC=CC=C3C(C1)N2